NC1=NC2=C(N1CCCCCNC(=O)OC(C)(C)C)C=C(C=C2)C(=O)OC methyl 2-amino-1-(5-((tert-butoxycarbonyl)amino)pentyl)-1H-benzo[d]imidazole-6-carboxylate